1,4,5,6-tetrahydropyridazine-3-carboxamide N1N=C(CCC1)C(=O)N